1-((3S,4R)-3-((2-((1-ethyl-1H-pyrazol-4-yl)amino)-7H-pyrrolo[2,3-d]pyrimidin-4-yl)oxy)-4-fluoropiperidin-1-yl)prop-2-en-1-one tartrate salt C(=O)(O)C(O)C(O)C(=O)O.C(C)N1N=CC(=C1)NC=1N=C(C2=C(N1)NC=C2)O[C@H]2CN(CC[C@H]2F)C(C=C)=O